((6-hydroxy-1-methylcyclooct-4-en-1-yl)methyl)-1-methylpiperazin-2-one OC1C=CCCC(CC1)(C)CC1C(N(CCN1)C)=O